N-((6S,7S)-6-((2,5-difluoro-[1,1'-biphenyl]-3-yl)methyl)-5-((R)-oxetan-2-carbonyl)-5-azaspiro[2.4]heptane-7-yl)propane-2-sulfonamide FC1=C(C=C(C=C1C[C@@H]1N(CC2(CC2)[C@@H]1NS(=O)(=O)C(C)C)C(=O)[C@@H]1OCC1)F)C1=CC=CC=C1